ClCCOC(=O)N[C@@H](CCCCN)C(=O)O ((2-chloroethoxy)carbonyl)-lysine